4-hydroxyphenethyl (3R,6S)-8-((S)-1-((3-amino-3-oxopropyl)amino)-1-oxo-3-phenylpropan-2-yl)-6-benzyl-3-methyl-4,7-dioxohexahydro-pyrazino[2,1-c][1,2,4]oxadiazine-1(6H)-carboxylate NC(CCNC([C@H](CC1=CC=CC=C1)N1CC2N(O[C@@H](C(N2[C@H](C1=O)CC1=CC=CC=C1)=O)C)C(=O)OCCC1=CC=C(C=C1)O)=O)=O